2,2'-(1,2-bis((E)-3-bromopropoyl)hydrazine-1,2-diyl)diacetic acid BrCCC(=O)N(N(C(CCBr)=O)CC(=O)O)CC(=O)O